(cis)-3-(3-chloro-2-(2',4'-difluoro-[1,1'-biphenyl]-2-yl)imidazo[1,2-a]pyridine-7-carboxamido)cyclobutanecarboxylic acid ClC1=C(N=C2N1C=CC(=C2)C(=O)N[C@H]2C[C@H](C2)C(=O)O)C2=C(C=CC=C2)C2=C(C=C(C=C2)F)F